C(C)OC([C@H]1N(C(C(C1)=CN(C)C)=O)C(=O)OC(C)(C)C)=O (2S)-N-Boc-4-dimethylaminomethylenepyroglutamic acid ethyl ester